ClC1=C2C=CNC2=CC(=C1)NC(NC(C)C1=NC=C(C=C1)C(F)(F)F)=O 3-(4-chloro-1H-indol-6-yl)-1-{1-[5-(trifluoromethyl)pyridin-2-yl]ethyl}urea